1-isopropyl-2,4-dioxo-3-(2-fluorophenyl)-1,2,3,4-tetrahydropyrimidine-5-carboxylic acid C(C)(C)N1C(N(C(C(=C1)C(=O)O)=O)C1=C(C=CC=C1)F)=O